6-Bromo-1-methyl-2-oxo-N-[5-(trifluoromethyl)pyrimidin-2-yl]quinoline-3-carboxamide BrC=1C=C2C=C(C(N(C2=CC1)C)=O)C(=O)NC1=NC=C(C=N1)C(F)(F)F